N-(methyl(oxo)(phenyl)-λ6-sulfaneylidene)-4-((5-(trifluoromethyl)-1,2,4-oxadiazol-3-yl)methyl)benzamide CS(=NC(C1=CC=C(C=C1)CC1=NOC(=N1)C(F)(F)F)=O)(C1=CC=CC=C1)=O